C1(CC(C(CC1)C(C)C)=O)C p-Menthan-3-one